1-[(2R,4R)-2-methyltetrahydro-2H-pyran-4-yl]-2-[(3R)-tetrahydrofuran-3-yl]-8-(trifluoromethyl)-1H-imidazo[4,5-c]quinoline C[C@H]1OCC[C@H](C1)N1C(=NC=2C=NC=3C=CC(=CC3C21)C(F)(F)F)[C@@H]2COCC2